C(C)(C)(C)OC(=O)N1CC2(C1)CC(C2)N2N=C(C=C2C)N2C(CC1(CN(CCO1)C(=O)OCC1=CC=CC=C1)CC2)(C)C benzyl 9-(1-(2-(tert-butoxycarbonyl)-2-azaspiro[3.3]heptan-6-yl)-5-methyl-1H-pyrazol-3-yl)-8,8-dimethyl-1-oxa-4,9-diazaspiro[5.5]undecane-4-carboxylate